CN1N=CC=C1NC=O N-(1-methyl-1H-pyrazol-5-yl)carboxamide